3-(2-methyl-4-pyridyl)-N-(6-methyltetralin-1-yl)-1H-indazol-5-amine CC1=NC=CC(=C1)C1=NNC2=CC=C(C=C12)NC1CCCC2=CC(=CC=C12)C